N-[(4S)-chroman-4-yl]-8-(2,3-dichlorophenyl)-4-(morpholin-4-yl)-1,7-naphthyridine-3-carboxamide O1CC[C@@H](C2=CC=CC=C12)NC(=O)C=1C=NC2=C(N=CC=C2C1N1CCOCC1)C1=C(C(=CC=C1)Cl)Cl